benzyl (2S)-2-(cyanomethyl)-4-[2-[[(2S)-1-(2-methoxyethyl)pyrrolidin-2-yl]methoxy]-6-[(3-methoxy-1-naphthyl)carbamoyl]pyrimidin-4-yl]piperazine-1-carboxylate C(#N)C[C@@H]1N(CCN(C1)C1=NC(=NC(=C1)C(NC1=CC(=CC2=CC=CC=C12)OC)=O)OC[C@H]1N(CCC1)CCOC)C(=O)OCC1=CC=CC=C1